6-(6-(difluoromethyl)imidazo[1,2-a]pyrazin-3-yl)-N-(4,4-difluoropyrrolidin-3-yl)pyridin-2-amine FC(C=1N=CC=2N(C1)C(=CN2)C2=CC=CC(=N2)NC2CNCC2(F)F)F